ClC1=C(C=CC(=C1)Cl)[C@@H](C)NC1=NC=NN1 5-(((R)-1-(2,4-dichlorophenyl)ethyl)amino)-[1,2,4]triazol